C(C1=CC=CC=C1)O[C@@H]1[C@H](CO[C@@H]([C@@H]1OCC1=CC=CC=C1)COCC1=CC=CC=C1)NC(C(F)(F)F)=O N-((3S,4R,5R,6R)-4,5-bis(benzyloxy)-6-((benzyloxy)methyl)tetrahydro-2H-pyran-3-yl)-2,2,2-trifluoroacetamide